Cl[Pt]Cl The molecule is a platinum coordination entity consisting of platinum(II) bound to two chlorine atoms. It has a role as a reagent and a catalyst.